2-[1-[4-[6-(cyclobutoxy)pyrazin-2-yl]-2,6-difluoro-phenyl]-4-piperidinyl]acetic acid C1(CCC1)OC1=CN=CC(=N1)C1=CC(=C(C(=C1)F)N1CCC(CC1)CC(=O)O)F